2'-((1-(4-bromophenyl)-1H-1,2,3-triazol-4-yl)methyl)-2',3'-dihydro-4'H-spiro[cyclohexane-1,1'-isoquinolin]-4'-one BrC1=CC=C(C=C1)N1N=NC(=C1)CN1C2(C3=CC=CC=C3C(C1)=O)CCCCC2